C(C=C)(=O)N1[C@H](CN(C[C@H]1C)C1=NC(N2C3=C(C(=C(C=C13)Cl)C1=C(C=C(C=C1)F)F)SC[C@@H](C2)OC)=O)C (3R)-8-((3S,5R)-4-acryloyl-3,5-dimethylpiperazin-1-yl)-10-chloro-11-(2,4-difluorophenyl)-3-methoxy-3,4-dihydro-2H,6H-[1,4]thiazepino[2,3,4-ij]quinazolin-6-one